CCCCCCCCCCCCCC(=O)OC[C@H](COP(=O)([O-])OCC[N+](C)(C)C)OC(=O)CCCCCCCCC The molecule is a phosphatidylcholine 24:0 in which the acyl groups specified at positions 1 and 2 are tetradecanoyl and decanoyl respectively. It is a phosphatidylcholine 24:0, a tetradecanoate ester and a decanoate ester.